3-methyl-2-chloro-4-methylsulfonyl-benzoic acid methyl ester COC(C1=C(C(=C(C=C1)S(=O)(=O)C)C)Cl)=O